7-((1R,5S)-3-azabicyclo[3.1.0]hexane-1-ylethynyl)-N-(3-chloro-2-fluorophenyl)-6-nitroquinazolin-4-amine [C@]12(CNC[C@H]2C1)C#CC1=C(C=C2C(=NC=NC2=C1)NC1=C(C(=CC=C1)Cl)F)[N+](=O)[O-]